(S)-tert-butansulfinamide C(C)(C)(C)[S@](=O)N